N-[2-(3-carbamoylphenyl)propan-2-yl]-1-[1-(4-fluorophenyl)ethyl]-1H-indazole-3-carboxamide C(N)(=O)C=1C=C(C=CC1)C(C)(C)NC(=O)C1=NN(C2=CC=CC=C12)C(C)C1=CC=C(C=C1)F